C(#N)C=1C=C(C=C(C1N[C@@H](CSC1=CC=C(C=C1)F)CCN1CC(C1)C(F)F)F)S(=O)(=O)NC(=O)C1(CCCCC1)OC (R)-N-((3-cyano-4-((4-(3-(difluoromethyl)azetidin-1-yl)-1-((4-fluorophenyl)thio)butan-2-yl)amino)-5-fluorophenyl)sulfonyl)-1-methoxycyclohexane-1-carboxamide